IC=1C=C(C(=C(C1)C1=CC=CC=C1)OC)CCC 5-iodo-2-methoxy-3-propyl-1,1'-biphenyl